2-(3,5-dimethyl-1H-pyrazol-1-yl)-N-(4-fluorophenyl)thieno[2,3-d]pyrimidin-4-amine CC1=NN(C(=C1)C)C=1N=C(C2=C(N1)SC=C2)NC2=CC=C(C=C2)F